4-(hydroxymethyl)-1-methyl-3-(trifluoromethyl)-1H-pyrazol-5-ol sodium salt [Na].OCC=1C(=NN(C1O)C)C(F)(F)F